C(C)OC([C@@H](NC(C1=CC=CC=C1)=O)CCCNC(N)=N)=O Nalpha-benzoyl-L-arginine ethyl ester